(3,5-di-tert-butylphenyl)(mesitylene) iodonium trifluoromethanesulfonate FC(S(=O)(=O)[O-])(F)F.[IH2+].C(C)(C)(C)C=1C=C(C=C(C1)C(C)(C)C)C1=C(C=C(C=C1C)C)C